COC1=CC=C(C=C1)NC(=S)NC(C)C1=CC=CC2=CC=CC=C12 1-(4-methoxyphenyl)-3-(1-(naphthalen-1-yl)ethyl)thiourea